3-{3-Methyl-2-oxo-5-[1-(piperidin-4-yl)azetidin-3-yl]-1,3-benzodiazol-1-yl}piperidine-2,6-dione trifluoroacetate FC(C(=O)O)(F)F.CN1C(N(C2=C1C=C(C=C2)C2CN(C2)C2CCNCC2)C2C(NC(CC2)=O)=O)=O